3,4-difluoro-N-(1-(((1s,4s)-4-(6-fluorocinnolin-4-yl)cyclohexyl)methyl)cyclopropyl)benzamide FC=1C=C(C(=O)NC2(CC2)CC2CCC(CC2)C2=CN=NC3=CC=C(C=C23)F)C=CC1F